4-amino-7-(tert-butyl)-7H-pyrrolo[2,3-d]Pyrimidine-5-carbaldehyde NC=1C2=C(N=CN1)N(C=C2C=O)C(C)(C)C